FC1=C(C=CC(=C1)F)S(=O)(=O)NC=1C=C(C=NC1OC)C=1C=C2C(=NC=NC2=CC1)NC1CCN(CC1)C(=O)OC(C)(C)C tert-butyl 4-((6-(5-((2,4-difluorophenyl)sulfonamido)-6-methoxypyridin-3-yl)quinazolin-4-yl)amino)piperidine-1-carboxylate